2-[1-(5-Fluoropyrimidin-2-yl)azetidin-3-yl]-2-methyl-propionic acid methyl ester COC(C(C)(C)C1CN(C1)C1=NC=C(C=N1)F)=O